(S)-3-(2-fluoro-phenyl)-N-[1-(3-imidazol-1-yl-phenyl)-ethyl]-acrylamide FC1=C(C=CC=C1)C=CC(=O)N[C@@H](C)C1=CC(=CC=C1)N1C=NC=C1